tert-butyl N-[1-[4-[3-chloro-4-(cyclopropylmethoxy)-2-fluoro-anilino]pyrido[3,2-d]pyrimidin-6-yl]azetidin-3-yl]carbamate ClC=1C(=C(NC=2C3=C(N=CN2)C=CC(=N3)N3CC(C3)NC(OC(C)(C)C)=O)C=CC1OCC1CC1)F